COC1=NC(=CC=N1)OC 2,6-dimethoxypyrimidine